4-(trifluoromethoxy)-N-((6-(5-(trifluoromethyl)-1,2,4-oxadiazol-3-yl)imidazo[1,2-a]pyridin-2-yl)methyl)benzamide FC(OC1=CC=C(C(=O)NCC=2N=C3N(C=C(C=C3)C3=NOC(=N3)C(F)(F)F)C2)C=C1)(F)F